C(C)OC(=O)C=1C(N(C2=NC=CC(=C2C1O)Br)CC=1C=NC=CC1)=O bromo-4-hydroxy-2-oxo-1-(pyridin-3-ylmethyl)-1,2-dihydro-1,8-naphthyridine-3-carboxylic acid ethyl ester